(3-butene-1-oxy)-3-(propargyloxy)-2-propanol difluorophosphite P(F)(F)OC(COCCC=C)COCC#C